3-chloro-N-(4-methyl-3-(2-(methylamino)-8,9-dihydroimidazo[1',2':1,6]pyrido[2,3-d]pyrimidin-6-yl)phenyl)-4-(trifluoromethyl)picolinamide copper-nickel [Ni].[Cu].ClC=1C(=NC=CC1C(F)(F)F)C(=O)NC1=CC(=C(C=C1)C)C1=CC2=C(N=C(N=C2)NC)N2C1=NCC2